CN1N=C(C=C1C)CC=1C(=C2C(=NC1C=1C(=NC=CC1)OCC)C(=NN2C(C)C)C)N [(1,5-dimethylpyrazol-3-yl)methyl]-5-(2-ethoxy-3-pyridyl)-1-isopropyl-3-methyl-pyrazolo[4,3-b]pyridin-7-amine